FC=1C=C2C(=CN(C(C2=CC1)=O)C)C=1C=C(C=CC1)NS(=O)(=O)C N-[3-(6-fluoro-2-methyl-1-oxoisoquinolin-4-yl)phenyl]methanesulfonamide